ClCC1=CC(=NC=C1C)C1=C(C#N)C=C(C=C1C)C (4-(chloromethyl)-5-methylpyridin-2-yl)-3,5-dimethylbenzonitrile